1H-INDAZOLE-1-PROPANAL N1(N=CC2=CC=CC=C12)CCC=O